1-(2-methoxyethyl)-2-((2-(trifluoromethyl)piperidin-1-yl)methyl)-1H-indole-5-carboxylic acid ethyl ester C(C)OC(=O)C=1C=C2C=C(N(C2=CC1)CCOC)CN1C(CCCC1)C(F)(F)F